3,5-dichloro-4-(4-chloro-1-methyl-1H-pyrazol-5-yl)-1-Methyl-1H-pyrrole-2-carboxylic acid ClC1=C(N(C(=C1C1=C(C=NN1C)Cl)Cl)C)C(=O)O